(4-((3-ethyl-2,4-dioxo-1,2,3,4-tetrahydropyrido[3,2-d]pyrimidin-7-yl)methyl)piperazin-1-yl)-N-methylpicolinamide C(C)N1C(NC2=C(C1=O)N=CC(=C2)CN2CCN(CC2)C=2C(=NC=CC2)C(=O)NC)=O